Trimethyl-[2-[[3-[2-methylsulfonyl-5-(trifluoromethyl)pyrimidin-4-yl]-6-(3-methyl-1,2,4-thiadiazol-5-yl)pyrrolo[2,3-b]pyridin-1-yl]methoxy]ethyl]silane C[Si](CCOCN1C=C(C=2C1=NC(=CC2)C2=NC(=NS2)C)C2=NC(=NC=C2C(F)(F)F)S(=O)(=O)C)(C)C